6-(2,6-dichlorophenyl)-2-((2-trifluoromethyl-4-((3S,5R)-3,4,5-trimethylpiperazin-1-yl)phenyl)amino)-8,9-dihydroimidazo[1,2-a]pyrimido[5,4-e]pyrimidin-5(6H)-one ClC1=C(C(=CC=C1)Cl)N1C=2N(C3=C(C1=O)C=NC(=N3)NC3=C(C=C(C=C3)N3C[C@@H](N([C@@H](C3)C)C)C)C(F)(F)F)CCN2